N1=C(C=NC=C1)C1=NC2=CC=CC=C2C=C1 pyrazinyl-quinoline